tert-butyl (3R)-4-(1-(3-(tert-butoxy)-3-oxopropyl)-1-cyano-2,3-dihydro-1H-inden-5-yl)-3-methylpiperazine-1-carboxylate C(C)(C)(C)OC(CCC1(CCC2=CC(=CC=C12)N1[C@@H](CN(CC1)C(=O)OC(C)(C)C)C)C#N)=O